ClC=1C=C(CC2=NN=C(O2)C2CN(CC23CN(C3)C3=NC=CC=C3)C(=O)C3=CN=CS3)C=CC1Cl (8-(5-(3,4-dichlorobenzyl)-1,3,4-oxadiazol-2-yl)-2-(pyridin-2-yl)-2,6-diazaspiro[3.4]octan-6-yl)(thiazol-5-yl)methanone